methyl 2-(3-aminoprop-1-yn-1-yl)-4-(octahydropyrrolo[3,4-c]pyrrole-2-carbonyl)benzoate NCC#CC1=C(C(=O)OC)C=CC(=C1)C(=O)N1CC2CNCC2C1